O1C=NC(=C1)C1=C2CCO[C@@H](C2=CC=C1)CNC(OC(C)(C)C)=O (S)-tert-butyl (5-(oxazol-4-yl)isochroman-1-yl)methylcarbamate